CC(CC(C)(C)C)(C)C1=CC=C(C=C1)OC1=CC=C(C=C1)C(CC(C)(C)C)(C)C mono[4-(1,1,3,3-tetramethylbutyl)phenyl] ether